(E)-3-fluoro-2-(trifluoromethyl)acrylate F/C=C(\C(=O)[O-])/C(F)(F)F